(1R,3S,7S)-8-(1,3-dioxoisoindolin-2-yl)-8-azabicyclo[5.1.0]oct-5-en-3-yl benzoate C(C1=CC=CC=C1)(=O)O[C@@H]1C[C@H]2N([C@H]2C=CC1)N1C(C2=CC=CC=C2C1=O)=O